CC1(CCCCC1)N=C=O methyl-cyclohexyl isocyanate